FC=1C=C(C=C(C1C=1N=NN(C1)[C@H]1[C@@H](CCC1)O)F)NC(CC1=C(C(=CC=C1)C(F)(F)F)F)=O N-(3,5-difluoro-4-(1-((1R,2R)-2-hydroxycyclopentyl)-1H-1,2,3-triazol-4-yl)phenyl)-2-(2-fluoro-3-(trifluoromethyl)phenyl)acetamide